ClC1=NC=C(C(=N1)C1=CC(=CC=C1)C1CCCCC1)Cl 2,5-dichloro-4-(3-cyclohexylphenyl)pyrimidine